OC1CC2(C1)CN(CCC2)C=2N=CC1=C(N2)C=CN=C1 ((2r,4s)-2-hydroxy-6-azaspiro[3.5]nonan-6-yl)pyrido[4,3-d]pyrimidin